OC1CC(C2=CC=C(C=C12)NC(C1=C(C=CC(=C1)[N+](=O)[O-])SC1=NN=CN1C)=O)(C)C N-(3-hydroxy-1,1-dimethyl-2,3-dihydro-1H-inden-5-yl)-2-[(4-methyl-4H-1,2,4-triazol-3-yl)sulfanyl]-5-nitrobenzamide